2'-chloro-N-(5-{[(1R,3R)-3-cyclopropoxycyclohexyl](methyl)carbamoyl}-1,3,4-thiadiazol-2-yl)-3'-fluoro-5'-methoxy-6-methyl-[4,4'-bipyridine]-3-carboxamide ClC1=NC=C(C(=C1F)C1=C(C=NC(=C1)C)C(=O)NC=1SC(=NN1)C(N(C)[C@H]1C[C@@H](CCC1)OC1CC1)=O)OC